C(CCCCCCCCC)[SiH](C1=CC(=CC=C1)S(=O)(=O)C)C decylmethyl-(3-methylsulfonylphenyl)silane